CC1=C(C=C(C=C1)NC(C1=CC(=CC=C1)C(F)(F)F)=O)C1=CC2=C(N=C(N=C2)NC)C(N1C)=O N-(4-methyl-3-(7-methyl-2-(methylamino)-8-oxo-7,8-dihydropyrido[3,4-d]pyrimidin-6-yl)phenyl)-3-(trifluoromethyl)benzamide